(S)-7-(4-(5-fluoro-2-((R)-1-(tetrahydro-2H-pyran-4-yl)ethoxy)phenyl)piperidin-1-yl)-2-(1,3,4-oxadiazol-2-yl)-5-oxa-2-azaspiro[3.4]octane FC=1C=CC(=C(C1)C1CCN(CC1)[C@@H]1COC2(CN(C2)C=2OC=NN2)C1)O[C@H](C)C1CCOCC1